tert-butyl 3-[chloro-(2-oxo-1H-benzo[cd]indol-5-yl)methyl]azetidine-1-carboxylate ClC(C1CN(C1)C(=O)OC(C)(C)C)C=1C=CC=2C(NC3=CC=CC1C23)=O